N-(4-(4-aminothiophen-2-yl)-5-(trifluoromethyl)pyrimidin-2-yl)-7-chloro-1,2,3,4-tetrahydroisoquinolin-6-amine NC=1C=C(SC1)C1=NC(=NC=C1C(F)(F)F)NC=1C=C2CCNCC2=CC1Cl